1-(6-chloro-2-(3,5-dimethyl-1H-pyrazol-1-yl)pyrimidin-4-yl)ethan-1-ol ClC1=CC(=NC(=N1)N1N=C(C=C1C)C)C(C)O